2-methyl-2-(4-nitro-3-(oxetan-3-yloxy)-1H-pyrazol-1-yl)propanamide CC(C(=O)N)(C)N1N=C(C(=C1)[N+](=O)[O-])OC1COC1